FC(C(=O)O)(CC1=C(C=NC=C1)F)F α,α,3-trifluoro-4-pyridinepropionic acid